CC1=NC(=CC(=C1)C=1NC2=CC(=CC=C2C1C)C1=CC2=C(NC(=N2)C2CCNCC2)C=C1)C 5-[2-(2,6-dimethyl-4-pyridyl)-3-methyl-1H-indol-6-yl]-2-(4-piperidyl)-1H-benzimidazole